2-(6-(1-((1S,2R,3S,5S)-2-fluoro-8-azabicyclo[3.2.1]oct-6-en-3-yl)vinyl)pyridazin-3-yl)-5-(2-methoxypyridin-4-yl)phenol F[C@H]1[C@@H]2C=C[C@H](C[C@H]1C(=C)C1=CC=C(N=N1)C1=C(C=C(C=C1)C1=CC(=NC=C1)OC)O)N2